ClC1=CC(=C(C=C1)C1=NC(=CC2=C1N=CN(C2=O)C2CC2)N2C[C@@H](OCC2)C=2C=NN(C2)C)F 8-(4-chloro-2-fluoro-phenyl)-3-cyclopropyl-6-[(2S)-2-(1-methylpyrazol-4-yl)morpholin-4-yl]pyrido[3,4-d]pyrimidin-4-one